tert-Butyl (3-(benzylamino)cyclobutyl)carbamate C(C1=CC=CC=C1)NC1CC(C1)NC(OC(C)(C)C)=O